1-(7Z,10Z,13Z,16Z-docosatetraenoyl)-2-(13Z,16Z-docosadienoyl)-glycero-3-phosphoserine CCCCC/C=C\C/C=C\CCCCCCCCCCCC(=O)O[C@H](COC(=O)CCCCC/C=C\C/C=C\C/C=C\C/C=C\CCCCC)COP(=O)(O)OC[C@@H](C(=O)O)N